O=C1N(C(CN1)=O)CC1=C(C(=C(C#N)C=C1)F)F 4-[(2,5-Dioxoimidazolidin-1-yl)methyl]-2,3-difluorobenzonitrile